CN1C(=NN=C1)C(C=1C=C(C=CC1)N1C(C2=CC(=CC(=C2C1)C(F)(F)F)CNC1(CCC1)C)=O)C1COC1 2-(3-((4-methyl-4H-1,2,4-triazol-3-yl)(oxetan-3-yl)methyl)phenyl)-6-(((1-methylcyclobutyl)amino)methyl)-4-(trifluoromethyl)isoindolin-1-one